ethoxy([1-[7-(methylcarbamoyl)-5H-pyrrolo[3,2-d]pyrimidin-4-yl]piperidin-4-yl]methyl)phosphinic acid C(C)OP(O)(=O)CC1CCN(CC1)C=1C2=C(N=CN1)C(=CN2)C(NC)=O